dodecyl-octyl-aniline C(CCCCCCCCCCC)N(C1=CC=CC=C1)CCCCCCCC